(8R)-6-allyl 2-tert-butyl 8-((Z)-N'-((2-(3-(tetrahydro-2H-pyran-4-yl)-1H-pyrazol-1-yl)propanoyl)oxy)carbamimidoyl)-2,6-diazaspiro[3.4]octane-2,6-dicarboxylate O1CCC(CC1)C1=NN(C=C1)C(C(=O)O\N=C(/N)\[C@H]1CN(CC12CN(C2)C(=O)OC(C)(C)C)C(=O)OCC=C)C